N1CCC(CC1)C=1C=C2CC(CC2=CC1)O 5-(piperidin-4-yl)-2,3-dihydro-1H-inden-2-ol